COC=1C=C2C3(C(NC2=CC1)=O)CC3 5'-methoxyspiro[cyclopropan-1,3'-indolin]-2'-one